(S,6R)-N'-((1,2,3,5,6,7-hexahydro-s-indacen-4-yl)carbamoyl)-6-(hydroxymethyl)-6-methyl-6,7-dihydro-5H-pyrazolo[5,1-b][1,3]oxazine-3-sulfonimidamide C1CCC2=C(C=3CCCC3C=C12)NC(=O)N=[S@@](=O)(N)C=1C=NN2C1OC[C@@](C2)(C)CO